C(C)OC1=CC=C2C=C(C(N(C2=C1)C1=C2C=CN=CC2=CC=C1)=O)C(=O)[O-] 7-ethoxy-1-(isoquinolin-5-yl)-2-oxo-1,2-dihydroquinoline-3-carboxylate